O[C@@H]1CN(CCC1)C1=CC=C(C=N1)C=1SC=2C(NCCC2N1)=O (S)-2-(6-(3-hydroxypiperidin-1-yl)pyridin-3-yl)-6,7-dihydrothiazolo[5,4-c]pyridin-4(5H)-one